FC=1C=C2C(C(=CN(C2=NC1N1CC(C1)NC(=O)C1=NC=C(C=C1)OC)C1=NC=NS1)C(=O)O)=O 6-fluoro-7-[3-(5-methoxypyridine-2-amido)azetidin-1-yl]-4-oxo-1-(1,2,4-thiadiazol-5-yl)-1,4-dihydro-1,8-naphthyridine-3-carboxylic acid